CC1=C(C(=O)N[C@H](C)C2=CC=C(C=C2)N2CCN(CC2)C)C=C(C=C1)N1CCN(CC1)C 2-Methyl-5-(4-methylpiperazin-1-yl)-N-[(1R)-1-[4-(4-methylpiperazin-1-yl)phenyl]ethyl]benzamide